6-chlorotetrazolo[1,5-b]thieno[3,4-d]pyridazine ClC=1C=2C(C=3N(N1)N=NN3)=CSC2